C(CCCC)C1=C(C(=O)O)C(=CC(=C1)OC1O[C@@H]([C@H]([C@@H]([C@H]1CO)O)O)O)OC1O[C@@H]([C@H]([C@@H]([C@H]1CO)O)O)O 2-pentyl-4,6-bis({[(3R,4R,5S,6S)-4,5,6-trihydroxy-3-(hydroxymethyl)oxan-2-yl]oxy})benzoic acid